2-Bromo-4-cyclopropyl-6H-thieno[2,3-d]pyridazin-7-one BrC1=CC2=C(C(NN=C2C2CC2)=O)S1